[2-[2-[[5-(4-ethylpiperazin-1-yl)pyridin-2-yl]amino]-5-fluoropyrimidin-4-yl]thieno[3,2-b]pyridin-7-yl]propan-2-ol C(C)N1CCN(CC1)C=1C=CC(=NC1)NC1=NC=C(C(=N1)C1=CC2=NC=CC(=C2S1)CC(C)O)F